BrC1=NN(C(=C1)CC(C)C)C1=CC(=CC=C1)OCC(F)(F)F 3-Bromo-5-isobutyl-1-(3-(2,2,2-trifluoroethoxy)phenyl)-1H-pyrazole